C(C)NC[C@@H](C)OC1=C2C(=NC=NC2=CC(=C1)C=1C=NN(C1)C)NC=1C(=C2C=CC=NC2=CC1)F (R)-5-((1-(ethylamino)propan-2-yl)oxy)-N-(5-fluoroquinolin-6-yl)-7-(1-methyl-1H-pyrazol-4-yl)quinazolin-4-amine